2-methyl-4-bromo-naphthaleneboronic acid CC1=C(C2=CC=CC=C2C(=C1)Br)B(O)O